5-methyl-2-(piperidin-4-yl)thiazolo[5,4-b]pyridine CC1=CC=C2C(=N1)SC(=N2)C2CCNCC2